Cl.C1(=CC=CC2=CC=CC=C12)C(=O)N1CC=2C(=C(N=C(C2CC1)N1CC(NCC1)CC#N)N1CCN(CC1)C)C#N 6-(1-naphthoyl)-1-(3-(cyanomethyl)piperazin-1-yl)-3-(4-methylpiperazin-1-yl)-5,6,7,8-tetrahydro-2,6-naphthyridine-4-carbonitrile Hydrochloride